N-(4-aminophenyl)-4-fluorobenzenesulfonamide NC1=CC=C(C=C1)NS(=O)(=O)C1=CC=C(C=C1)F